11-cyclopropyl-5-oxo-5,11-dihydro-6H-benzo[b]pyrido[2,3-e][1,4]diazepine C1(CC1)N1C2=C(NC(C3=C1N=CC=C3)=O)C=CC=C2